methyl 1,4,6,7-tetrahydropyrano[4,3-c]pyrazole-3-carboxylate N1N=C(C2=C1CCOC2)C(=O)OC